S1C=CC=2NC(CC(C21)=O)=O Thieno[3,2-b]pyridine-5,7(4H,6H)-dione